5-(5-cyano-6-(3-hydroxy-3-methylpyrrolidin-1-yl)pyridin-3-yl)-N-cyclopropyl-2-fluoro-4-methylbenzamide C(#N)C=1C=C(C=NC1N1CC(CC1)(C)O)C=1C(=CC(=C(C(=O)NC2CC2)C1)F)C